C1(=CC=CC=C1)C1=NC(=NC(=N1)C1=CC=CC=C1)C=1C=C(C=CC1)B(O)O (3-(4,6-diphenyl-1,3,5-triazine-2-yl)phenyl)boronic acid